C(C)(C)(C)OC(=O)N1CCN(CC1)C=1C=NN2C1C=CC(=C2)C2COCC2 4-(6-(Tetrahydrofuran-3-yl)pyrazolo[1,5-a]pyridin-3-yl)piperazine-1-carboxylic acid tert-butyl ester